COCCC1CN(CCO1)CC(=O)NC=1C=C(C(=NC1)C)NC(=O)C=1N=NN2C1C=CC(=C2)C=2C=NN(C2)C N-[5-[[2-[2-(2-methoxyethyl)morpholin-4-yl]acetyl]amino]-2-methyl-3-pyridyl]-6-(1-methylpyrazol-4-yl)triazolo[1,5-a]pyridine-3-carboxamide